BrC1=C(C(=C(C=2NC=NC21)F)F)OC=2C(=C(C#N)C=CC2)F ((4-Bromo-6,7-difluoro-1H-benzo[d]imidazol-5-yl)oxy)-2-fluorobenzonitrile